(2R,4R)-6-chloro-4-hydroxy-N-(3-{4-[5-(trifluoromethoxy)pyridin-2-yl]-1H-pyrazol-1-yl}bicyclo[1.1.1]pent-1-yl)-3,4-dihydro-2H-1-benzopyran-2-carboxamide ClC=1C=CC2=C([C@@H](C[C@@H](O2)C(=O)NC23CC(C2)(C3)N3N=CC(=C3)C3=NC=C(C=C3)OC(F)(F)F)O)C1